di-t-butyl peroxysebacate C(CCCCCCCCC(=O)OC(C)(C)C)(=O)OOC(C)(C)C